O1COC2=C1C=CC(=C2)C[C@H](C)N(C(=O)CCCC(=O)O)CC 4-{[(S)-2-(2H-1,3-Benzodioxol-5-yl)-1-methyl-ethyl]-N-ethylcarbamoyl}butyric acid